FC1(COC1)[C@H]1CC[C@H]2[C@@H]3CC[C@@H]4C[C@@](CC[C@@H]4[C@H]3CC[C@]12C)(O)C (3R,5R,8R,9R,10S,13S,14S,17S)-17-(3-fluorooxetan-3-yl)-3,13-dimethyl-2,4,5,6,7,8,9,10,11,12,14,15,16,17-tetradecahydro-1H-cyclopenta[a]phenanthren-3-ol